3-((1-methylethyl)sulfonamido)benzoic acid CC(C)S(=O)(=O)NC=1C=C(C(=O)O)C=CC1